(S)-2-((tert-butoxycarbonyl)amino)-2-((S)-1,2,3,4-tetrahydronaphthalen-1-yl)acetic acid C(C)(C)(C)OC(=O)N[C@H](C(=O)O)[C@H]1CCCC2=CC=CC=C12